5-chloro-2-(2-chloro-4-methyl-thiazol-5-yl)-4-tetrahydropyran-4-yl-1H-pyrimidin-6-one ClC1=C(N=C(NC1=O)C1=C(N=C(S1)Cl)C)C1CCOCC1